BrC=1C=C2C(C(N(C2=CC1)C1CCN(CC1)C1CCC(CC1)C(C)C)=O)CC(=O)NOC 2-(5-bromo-1-(1-((1s,4s)-4-isopropylcyclohexyl)piperidin-4-yl)-2-oxoindolin-3-yl)-N-methoxyacetamide